C(C)(C)N(C(OC(C)(C)C)=O)C1CN(CC1)C1=CC=C2C(=N1)OCC=1C=C(C=CC12)C1=CN=NC(=C1)OC tert-butyl N-isopropyl-N-{1-[8-(6-methoxypyridazin-4-yl)-6H-isochromeno[3,4-b]pyridin-3-yl]pyrrolidin-3-yl}carbamate